(2S)-N-acetyl-N-[(1-acetylazetidin-3-yl)oxy]-2-(4-chlorophenoxy)propanamide C(C)(=O)N(C([C@H](C)OC1=CC=C(C=C1)Cl)=O)OC1CN(C1)C(C)=O